2-{4-[6-({5-Methyl-6-[(pyrrolidin-1-yl)methyl]pyridin-2-yl}amino)-[1,3]thiazolo[5,4-c]pyridin-2-yl]-1H-pyrazol-1-yl}ethan-1-ol CC=1C=CC(=NC1CN1CCCC1)NC1=CC2=C(C=N1)SC(=N2)C=2C=NN(C2)CCO